COCC1=CC(=CC=C1)COC 1,3-dimethoxymethylbenzene